3-(((7-(2-amino-3-cyano-7-fluorobenzo[b]thiophen-4-yl)-4-(3,8-diazabicyclo[3.2.1]octan-3-yl)-8-fluoro-6-(trifluoromethyl)quinazolin-2-yl)oxy)methyl)tetrahydrofuran-3-carbonitrile NC1=C(C2=C(S1)C(=CC=C2C2=C(C=C1C(=NC(=NC1=C2F)OCC2(COCC2)C#N)N2CC1CCC(C2)N1)C(F)(F)F)F)C#N